N-(bis(4-(tributylsilyl)phenyl)phosphaneyl)-N-butyl-1-(4-(tributylsilyl)phenyl)-1-(2-((trifluoromethyl)thio)phenyl)phosphanamine C(CCC)[Si](C1=CC=C(C=C1)P(N(P(C1=C(C=CC=C1)SC(F)(F)F)C1=CC=C(C=C1)[Si](CCCC)(CCCC)CCCC)CCCC)C1=CC=C(C=C1)[Si](CCCC)(CCCC)CCCC)(CCCC)CCCC